N1C=CC2=CC(=CC=C12)NC(=O)NC1=CC(=C(C=C1)OC1=CC=CC=C1)C 1-(1H-indol-5-yl)-3-(3-methyl-4-phenoxyphenyl)urea